(trans)-8-(8'-chloro-4'H,6'H-spiro[1,3-dioxolane-2,5'-[1,2,4]triazolo[4,3-a][1]benzazepine]-1'-yl)-3-methyl-1-oxa-3-azaspiro[4.5]decan-2-one ClC=1C=CC2=C(CC3(CC=4N2C(=NN4)C4CCC2(CN(C(O2)=O)C)CC4)OCCO3)C1